4-(4-bromophenyl)-1-(2,2,2-trifluoro-1-methyl-ethyl)piperidine BrC1=CC=C(C=C1)C1CCN(CC1)C(C(F)(F)F)C